CC1(OC(CC1C(=O)NC=1SC2=NC(=CC=C2N1)C1=CC(=NC=C1)C)(C)C)C 2,2,5,5-tetramethyl-N-(5-(2-methylpyridin-4-yl)thiazolo[5,4-b]pyridin-2-yl)tetrahydrofuran-3-carboxamide